P(=O)(OC1=CC=CC=C1)(OC1=CC=CC=C1)OCCOC(C(=C)C)=O diphenyl (2-methacryloxyethyl) phosphate